N-(2-Chloro-6-((1,3,5-trimethyl-1H-pyrazol-4-yl)oxy)pyridin-4-yl)-5-(2-(methylsulfonyl)propan-2-yl)benzo[b]thiophen-2-carboxamid ClC1=NC(=CC(=C1)NC(=O)C1=CC2=C(S1)C=CC(=C2)C(C)(C)S(=O)(=O)C)OC=2C(=NN(C2C)C)C